F[C@H]1CN(CC[C@H]1N1N=CC(=C1)[N+](=O)[O-])C(=O)OC(C)(C)C tert-butyl (3S,4R)-3-fluoro-4-(4-nitro-1H-pyrazol-1-yl)piperidine-1-carboxylate